3-(4-fluorophenyl)-1-(methyl-d3)-4-(4,4,5,5-tetramethyl-1,3,2-dioxaborolan-2-yl)-1H-pyrazole FC1=CC=C(C=C1)C1=NN(C=C1B1OC(C(O1)(C)C)(C)C)C([2H])([2H])[2H]